ClC=1C=C(C=C(C1)NS(=O)(=O)C)NC(=O)C=1C=NN(C1)C1=NC=CC=C1OC1=NC=CC=N1 N-(3-chloro-5-(methylsulfonamido)phenyl)-1-(3-(pyrimidin-2-yloxy)pyridin-2-yl)-1H-pyrazole-4-carboxamide